Br.NC1=NC=NC(=C1O)Cl 4-Amino-6-chloropyrimidin-5-ol Hydrobromide